CC1(OB(OC1(C)C)/C=C/CNC(OC(C)(C)C)=O)C (E)-tert-Butyl 3-(4,4,5,5-tetramethyl-1,3,2-dioxaborolan-2-yl)allylcarbamate